CN1C(C=CC(=C1)[C@H](CN[C@H](C1=CC=CC=C1)[C@H]1CNC2=C(N1)N=CC(=C2)C=2C=NN(C2)C)C)=O |o1:7| 1-methyl-5-((R or S)-1-(((R)-((R)-7-(1-methyl-1H-pyrazol-4-yl)-1,2,3,4-tetrahydropyrido[2,3-b]pyrazin-3-yl)(phenyl)methyl)amino)propan-2-yl)pyridin-2(1H)-one